Benzyl (3S,8aS)-7-oxooctahydroindolizine-3-carboxylate O=C1CCN2[C@@H](CC[C@H]2C1)C(=O)OCC1=CC=CC=C1